(2R,3S,4S)-4-hydroxy-2-[(4-methoxyphenyl)methyl]pyrrolidin-3-yl 3,3-difluorocyclobutane-1-carboxylate FC1(CC(C1)C(=O)O[C@H]1[C@H](NC[C@@H]1O)CC1=CC=C(C=C1)OC)F